C[C@@H]1O[C@@H](CN(C1)C=1C=CC(=NC1)C=1C=NC(=CC1NC1=NC(=CC(=C1)C)S(=O)(=O)C)NC(C)=O)C N-(5-(Cis-2,6-dimethylmorpholino)-4'-((4-methyl-6-(methylsulfonyl)pyridin-2-yl)amino)-[2,3'-bipyridin]-6'-yl)acetamide